COC1=NC=CC(=C1)CC(=O)NC1=NNC(=C1)[C@@H]1CCCO1 (3S,5S)-5-(3-(2-(2-methoxypyridin-4-yl)acetamido)-1H-pyrazol-5-yl)tetrahydrofuran